2,4,6-trifluorobenzoate FC1=C(C(=O)[O-])C(=CC(=C1)F)F